FC1=C(C=CC(=C1F)S(N)(=O)=O)S(=O)(=O)C1CCN(CC1)C(=O)OC(C)(C)C tert-Butyl 4-(2,3-difluoro-4-sulfamoylphenyl)sulfonylpiperidine-1-carboxylate